(S)-6-(1-(3-(2-((6-Oxo-5-(trifluoromethyl)-1,6-dihydropyridazin-4-yl)oxy)propoxy)propanoyl)piperidin-4-yl)nicotinonitrile O=C1C(=C(C=NN1)O[C@H](COCCC(=O)N1CCC(CC1)C1=NC=C(C#N)C=C1)C)C(F)(F)F